BrC=1C=C(C(=NC1)NC(=O)C1(CCC(CC1)(C(=O)O)C)C1=C(C=CC=C1)C(C)C)OC(F)F (1r,4r)-4-((5-bromo-3-(difluoromethoxy)pyridin-2-yl)carbamoyl)-4-(2-isopropylphenyl)-1-methylcyclohexane-1-carboxylic acid